(1r,4r)-4-(6-Methoxy-2H-pyrazolo[3,4-b]pyridin-2-yl)cyclohexanecarboxylic acid COC=1C=CC=2C(N1)=NN(C2)C2CCC(CC2)C(=O)O